Cl.NC\C=C(\CN1C=NC2=C1C=C(C=C2C=2C(=C(C=CC2)CO)Cl)C(F)(F)F)/F (Z)-(3-(1-(4-amino-2-fluorobut-2-en-1-yl)-6-(trifluoromethyl)-1H-benzo[d]imidazol-4-yl)-2-chlorophenyl)methanol Hydrochloride